C(C)(C)(C)OC(=O)N1CC2=C(N=C(N=C2)N2C[C@@H](N(CC2)C2=NC=C(C(=N2)N)C(=O)OCC)C(=O)OC(C)(C)C)CC1 (R)-2-(4-(4-amino-5-(ethoxycarbonyl)pyrimidin-2-yl)-3-(tert-butoxycarbonyl)piperazin-1-yl)-7,8-dihydropyrido[4,3-d]pyrimidine-6(5H)-carboxylic acid tert-butyl ester